NC1=C(C(=C(C(=O)C2=CC=CC=C2)C=C1)OC1=CC=C(C=C1)C1=CC=CC=C1)N diamino-4,4'-biphenyloxybenzophenone